N=1NN=NC1C=1C=C(C=CC1)C=1N=CC(=NC1)COC1=C(C(=C(C=C1)C(CC(C)(C)C)=O)O)C 1-(4-((5-(3-(2H-Tetrazol-5-yl)phenyl)pyrazin-2-yl)methoxy)-2-hydroxy-3-methylphenyl)-3,3-dimethylbutan-1-one